Bis(3,5-di-tert-butyl-4-hydroxybenzyl) malonate C(CC(=O)OCC1=CC(=C(C(=C1)C(C)(C)C)O)C(C)(C)C)(=O)OCC1=CC(=C(C(=C1)C(C)(C)C)O)C(C)(C)C